C(C)(C)(C)N1C=NC2=C1C=CC(=C2)C(=O)OC methyl 1-(tert-butyl)-1H-benzo[d]imidazole-5-carboxylate